C(C)(C)(C)OC(N[C@@H]1[C@@H](OCC12CCN(CC2)C2=NC=C(N=C2)Br)C)=O ((3S,4S)-8-(5-bromopyrazin-2-yl)-3-Methyl-2-oxa-8-azaspiro[4.5]decan-4-yl)carbamic acid tert-butyl ester